1-isopropylpyrido[1',2':1,5]pyrazolo[3,4-d]pyridazin-4(3H)-one C(C)(C)C=1C=2C(C(NN1)=O)=NN1C2C=CC=C1